C1=CC=CC=2C3=CC=CC=C3C(=CC12)C1=CC=C(C=C1)C1=C(C(=CC=C1)C1=CC=C(C=C1)C=1C2=CC=CC=C2C=2C=CC=CC2C1)N 4,4''-di(phenanthren-9-yl)-[1,1':3',1''-terphenyl]-2'-amine